tert-butyl 6-(((trifluoromethyl) sulfonyl) oxy)-2-azaspiro[3.3]hept-5-ene-2-carboxylate FC(S(=O)(=O)OC1=CC2(CN(C2)C(=O)OC(C)(C)C)C1)(F)F